acetoacetyl-aniline 2-[2-(2-bicyclo[2.2.1]hept-5-enylmethoxy)ethoxy]ethylmethanesulfonate C12C(CC(C=C1)C2)COCCOCCCS(=O)(=O)O.C(CC(=O)C)(=O)NC2=CC=CC=C2